C1(=CC=C(C=C1)C=1C=C(C2=C(C3=C(S2)C(=CC=C3)N3CN=C(N=C3C3=CC=CC=C3)C3=CC=CC=C3)C1)C1=CC=CC=C1)C1=CC=CC=C1 3-(8-([1,1'-biphenyl]-4-yl)-6-phenyldibenzo[b,d]thiophen-4-yl)-4,6-diphenyl-1,3,5-triazine